methyl 2-(2-(2-(4-((tert-butoxycarbonyl)amino)bicyclo[2.2.2]octan-1-yl)thiazole-4-carboxamido)acrylamido)acrylate C(C)(C)(C)OC(=O)NC12CCC(CC1)(CC2)C=2SC=C(N2)C(=O)NC(C(=O)NC(C(=O)OC)=C)=C